6-[5-(2-{5-chloro-2-oxo-1,2-dihydrospiro[indole-3,4'-piperidin]-1'-yl}ethoxy)pyrimidin-2-yl]-2λ6-thia-6-azaspiro[3.3]heptane-2,2-dione ClC=1C=C2C(=CC1)NC(C21CCN(CC1)CCOC=1C=NC(=NC1)N1CC2(CS(C2)(=O)=O)C1)=O